7,8-dihydro-[1,3]dioxolo[4,5-g]isoquinolin-5(6H)-one O1COC=2C1=CC=1CCNC(C1C2)=O